(1S,2S)-METHYL 2-((TERT-BUTYLDIFLUOROSILYL)METHYL)-1-METHYLCYCLOBUTANECARBOXYLATE C(C)(C)(C)[Si](F)(F)C[C@@H]1[C@](CC1)(C(=O)OC)C